2-((5-cinnamyl-6-hydroxy-4-oxo-1,4-dihydropyrimidin-2-yl)thio)-N-(4-hydroxyphenylethyl)acetamide C(C=CC1=CC=CC=C1)C=1C(N=C(NC1O)SCC(=O)NCCC1=CC=C(C=C1)O)=O